FC=1C=C(C=CC1S(=O)(=O)C)NC(=O)C1=CNC(=C1C)C1=C(C=CC=C1)C(F)(F)F N-(3-fluoro-4-(methylsulfonyl)phenyl)-4-methyl-5-(2-(trifluoromethyl)phenyl)-1H-pyrrole-3-Formamide